tert-butyl (2S,4S)-4-(7-(2-chloro-3-methylphenyl)-6-fluoro-8-methyl-4-(methylthio)-1H-[1,2,3]triazolo[4,5-c]quinolin-1-yl)-2-(cyanomethyl)piperidine-1-carboxylate ClC1=C(C=CC=C1C)C=1C(=CC=2C3=C(C(=NC2C1F)SC)N=NN3[C@@H]3C[C@H](N(CC3)C(=O)OC(C)(C)C)CC#N)C